4-((2-Methoxypyridin-3-yl)methyl)-benzene-1,3-diol COC1=NC=CC=C1CC1=C(C=C(C=C1)O)O